CC=1C2=C(C(NC1)=O)NC(=N2)[C@@H]2N(CCC2)C(=O)OC(C)(C)C tertbutyl (2R)-2-(7-methyl-4-oxo-3,5-dihydroimidazo[4,5-c]pyridin-2-yl)pyrrolidine-1-carboxylate